FC(C=1C=NN(C1)CC1CC2(CN(C2)C(=O)OC(C)(C)C)C1)(F)F tert-butyl 6-[[4-(trifluoromethyl) pyrazol-1-yl]methyl]-2-azaspiro[3.3]heptane-2-carboxylate